NC1=C(C=C(C=C1)[N+](=O)[O-])N 1,2-Diamino-4-nitrobenzol